2-(3-{1-[(3S)-2-azabicyclo[2.2.2]octane-3-carbonyl]-1,2,3,6-tetrahydropyridin-4-yl}-1H-pyrrolo[2,3-c]pyridin-1-yl)-5-fluoro-N,N-di(propan-2-yl)benzamide C12N[C@@H](C(CC1)CC2)C(=O)N2CCC(=CC2)C2=CN(C1=CN=CC=C12)C1=C(C(=O)N(C(C)C)C(C)C)C=C(C=C1)F